N=1NC(C=CC1)CNC(=O)[C@H]1CC12CCN(CC2)C(=O)OC(C(F)(F)F)C(F)(F)F 1,1,1,3,3,3-hexafluoro-propan-2-yl (1S)-1-(((2,3-dihydro-pyridazin-3-yl)methyl)carbamoyl)-6-aza-spiro[2.5]octane-6-carboxylate